6-amino-2-(2-(2-methoxyethoxy)ethyl)-4-methyl-7,8-dihydro-4H-pyrazolo[1,5-a][1,3]diazepin-5(6H)-one NC1C(N(C=2N(CC1)N=C(C2)CCOCCOC)C)=O